N-(3-chloro-3-methylpropionamidyl)amidosulfuric acid ClC(CC(=O)NNS(O)(=O)=O)C